(9,12,15)-linolenate C(CCCCCCC\C=C/C\C=C/C\C=C/CC)(=O)[O-]